(4aR,5S,6aS,7S)-N-cyclobutyl-5-hydroxy-1,4a,6a-trimethyl-2-oxo-2,3,4,4a,4b,5,6,6a,7,8,9,9a,9b,10-tetradecahydro-1H-indeno[5,4-f]quinoline-7-carboxamide C1(CCC1)NC(=O)[C@H]1CCC2[C@@]1(C[C@@H](C1[C@]3(CCC(N(C3=CCC12)C)=O)C)O)C